4-methyl-N-(2-(thien-2-ylethynyl)phenyl)benzenesulfonamide CC1=CC=C(C=C1)S(=O)(=O)NC1=C(C=CC=C1)C#CC=1SC=CC1